2-cyclohexyl-4-(2-methylpyridin-4-yl)-3-(2H-tetrazol-5-yl)-6-(trifluoromethyl)-5,6,7,8-tetrahydroquinolin C1(CCCCC1)C1=NC=2CCC(CC2C(=C1C=1N=NNN1)C1=CC(=NC=C1)C)C(F)(F)F